CN([C@@H](CO)C(=O)O)C(=O)OCC1=CC=CC=2C3=CC=CC=C3CC12.C(C)(C)(C)[Si](C1=CC=CC=C1)(C1=CC=CC=C1)Cl tert-butyl-chlorodiphenylsilane methyl[[(9H-fluorenyl)methoxy]carbonyl]serinate